NC1CC2(C1)CCC(CC2)N(C(OC(C)(C)C)=O)C Tert-butyl (2-aminospiro[3.5]nonan-7-yl)(methyl)carbamate